didecyl-trimethyl-ammonium C(CCCCCCCCC)C([NH+](C)C)CCCCCCCCCC